R-(1-(3-aminopyridin-4-yl)pyrrolidin-3-yl)(methyl)carbamate NC=1C=NC=CC1N1C[C@@H](CC1)OC(NC)=O